C(C)(C)(C)NC(=O)C1=NC=CC(=C1)NC(=O)[C@@H]1CCC2=CC=CC=C12 |o1:16| N-tert-Butyl-4-[[(1R) or (1S)-indane-1-carbonyl]amino]pyridine-2-carboxamide